N-trideuteriomethyl-Nitroaniline [2H]C(N(C1=CC=CC=C1)[N+](=O)[O-])([2H])[2H]